4-(6-(2-(3-methylbenzylidene)hydrazinyl)-9-(5-methylpyridin-3-yl)-9H-purin-2-yl)morpholine CC=1C=C(C=NNC2=C3N=CN(C3=NC(=N2)N2CCOCC2)C=2C=NC=C(C2)C)C=CC1